OCCN1CC(N(CC1)C=1C=NC(=CC1)NC=1N=CC2=C(N1)C(=NC(=C2)[C@@H](C)O)N2CCCCC2)=O 4-(2-hydroxyethyl)-1-[6-[[6-[(1R)-1-hydroxyethyl]-8-piperidin-1-ylpyrido[3,4-d]pyrimidin-2-yl]amino]pyridin-3-yl]piperazin-2-one